NC1=CC=C(C(=N1)C)CNC(CN1C(C(=NC=C1C1=CC=C(C=C1)N)NCCC1=CC=CC=C1)=O)=O N-((6-amino-2-methylpyridin-3-yl)methyl)-2-(6-(4-aminophenyl)-2-oxo-3-(phenethylamino)pyrazin-1(2H)-yl)acetamide